C(=O)(O)C1=C(CN2C3=CC=C(C=C3C=3CCCCC23)C(=O)O)C=CC=C1 9-(2-carboxybenzyl)-2,3,4,9-tetrahydro-1H-carbazole-6-carboxylic acid